1,2-dichloro-1-methoxyethane ClC(CCl)OC